FC1=C(C=C(C=C1)\C=C(\C1=NC=C(N=C1)OC)/F)[C@@]12N=C(SC[C@@H]1CN(C2)C2=NC=C(C=N2)F)N (4aR,7aS)-7a-(2-fluoro-5-((Z)-2-fluoro-2-(5-methoxypyrazin-2-yl)vinyl)phenyl)-6-(5-fluoropyrimidin-2-yl)-4,4a,5,6,7,7a-hexahydropyrrolo[3,4-d][1,3]thiazin-2-amine